ClC=1N=NC(=CC1)CC1=CC(=C(C=C1)Cl)Cl 3-chloro-6-(3,4-dichlorobenzyl)pyridazine